benzoimidazole-5-carboxylic acid (3-methylsulfanyl-propyl)-amide CSCCCNC(=O)C1=CC2=C(N=CN2)C=C1